COC(=O)C1=CC=NC2=CC=C(C=C12)CF 6-(fluoromethyl)quinoline-4-carboxylic acid methyl ester